OC1=CC(=C(C=C1)B(O)O)C(F)(F)F 4-HYDROXY-2-(TRIFLUOROMETHYL)PHENYLBORONIC ACID